5-(2-fluoro-6-hydroxy-3-(pyridazin-3-ylethynyl)phenyl)-1,2,5-thiadiazolidin-3-one 1,1-dioxide FC1=C(C(=CC=C1C#CC=1N=NC=CC1)O)N1CC(NS1(=O)=O)=O